3-Hydroxy-8,9-dimethoxy-6H-benzo[c]chromen-6-one OC1=CC=C2C3=C(C(OC2=C1)=O)C=C(C(=C3)OC)OC